CCCCCCCCCCCC(=O)NCCOP(=O)(O)OC[C@@H](COC(=O)CCCCCCC/C=C\\CCCCCCCC)OC(=O)CCCCCCC/C=C\\CCCCCCCC The molecule is an N-acylphosphatidylethanolamine in which the N-acyl group is specified as lauroyl (dodecanoyl) while the phosphatidyl acyl groups are both specified as oleoyl (9Z-octadecenoyl). It derives from an oleic acid and a dodecanoic acid. It is a conjugate acid of a N-lauroyl-1,2-dioleoyl-sn-glycero-3-phosphoethanolamine(1-).